5-bromo-1,2,3,4-tetrahydroacridine BrC1=C2N=C3CCCCC3=CC2=CC=C1